(S)-trifluoro-2-propylamine FC([C@H](C)N)(F)F